ClC1=C(C=C(C=C1)[C@@H]1O[C@@H]([C@H]([C@@H]([C@H]1O)O)O)SC)CC1=CC=C(C=C1)OCC (2S,3R,4R,5S,6R)-2-[4-chloro-3-[(4-ethoxyphenyl)methyl]phenyl]-6-methylsulfanyloxane-3,4,5-triol